1,2-bis(naphthalen-2-yl)ethylene C1=C(C=CC2=CC=CC=C12)C=CC1=CC2=CC=CC=C2C=C1